(S)-2-(adamant-1-yl-(methyl)phosphino)-3-[(diadamantan-1-yl)phosphino]quinoxaline C12(CC3CC(CC(C1)C3)C2)[P@@](C2=NC3=CC=CC=C3N=C2P(C23CC1CC(CC(C2)C1)C3)C31CC2CC(CC(C3)C2)C1)C